N1N=NN=C1 aza-triazole